COC1=C(N=NC(=C1)C=1C=NN(C1)C1OCCCC1)NCC1=CC=C(C=C1)OC methoxy-N-(4-methoxybenzyl)-6-(1-(tetrahydro-2H-pyran-2-yl)-1H-pyrazol-4-yl)pyridazin-3-amine